(2R or S)-2-cyclopropyl-1,1-difluoro-1-{3-[(1R)-1-{[6-(methylsulfonyl)-2-methylpyrido[3,4-d]pyrimidin-4-yl]amino}ethyl]phenyl}propan-2-ol C1(CC1)[C@@](C(C1=CC(=CC=C1)[C@@H](C)NC=1C2=C(N=C(N1)C)C=NC(=C2)S(=O)(=O)C)(F)F)(C)O |o1:3|